CC1(C(CCCC1)C(CC(=O)OCC)=O)C ethyl 3-(2,2-dimethylcyclohexyl)-3-oxo-propanoate